C[C@@H]1NC[C@H](N(C1)C(C)C=1C=C2N=CC=NC2=CC1)C (2S,5R)-2,5-dimethyl-4-(1-(quinoxalin-6-yl)ethyl)piperazin